OCCN1CCN(CC1)C1=CC(=NC=2N1N=C(C2C2=CC=CC=C2)C)C=2C=C(C=CC2)C#CCCCCCCCOC(CC21CCCC(CCC2)C1)=O 9-(3-(7-(4-(2-Hydroxyethyl)piperazin-1-yl)-2-methyl-3-phenylpyrazolo[1,5-a]-pyrimidin-5-yl)phenyl)non-8-yn-1-yl-2-(bicyclo[3.3.1]nonan-1-yl)acetate